C(C)(C)(C)OC(=O)N1CCN(CC1)C1=NC=NC2=CC=C(C=C12)C1=CN(C(C(=C1)[N+](=O)[O-])=O)C([2H])([2H])[2H] 4-(6-(1-(methyl-d3)-5-nitro-6-oxo-1,6-diHydropyridin-3-yl)quinazolin-4-yl)piperazine-1-carboxylic acid tert-butyl ester